FC=1C=C(C=CC1)NC1=NC(=C2NC(NC2=N1)=O)C 2-[(3-fluorophenyl)amino]-6-methyl-7,9-dihydro-8H-purin-8-one